ClC=1C=C(C=CC1Cl)[C@H]([C@@H]1[C@H]([C@H]([C@@H](C1)N1C=CC\2=C1NC=N/C2=N/N)O)O)O (1S,2R,3R,5R)-3-((S)-(3,4-dichlorophenyl)(hydroxy)methyl)-5-((E)-4-hydrazineylidene-1,4-dihydro-7H-pyrrolo[2,3-d]pyrimidin-7-yl)cyclopentane-1,2-diol